N12CC(C(CC1)CC2)N(C(O)=O)C(C)(C#CC2=CC=C(C=C2)OCCOC)C.FC=2C=C1C(=CC=NC1=CC2)NC=2C=C(C(=O)NC1=CC(=CC=C1)OC1=CC=NC=C1)C=CC2 3-((6-fluoroquinolin-4-yl)amino)-N-(3-(pyridin-4-yloxy)phenyl)benzamide Quinuclidin-3-yl-(4-(4-(2-methoxyethoxy)phenyl)-2-methylbut-3-yn-2-yl)carbamate